3-(6-(trifluoromethyl)pyridin-3-yl)-2,3-dihydro-1,2,3-oxadiazol-5-ol FC(C1=CC=C(C=N1)N1NOC(=C1)O)(F)F